1-(4-amino-2-bromophenyl)cyclopropane-1-carbonitrile NC1=CC(=C(C=C1)C1(CC1)C#N)Br